6-(iodomethyl)-4'-chloro-2'-fluoro-3,3-dimethyl-2,3,4,5-tetrahydro-1,1'-biphenyl ICC=1CCC(CC1C1=C(C=C(C=C1)Cl)F)(C)C